7-(4-(8-ethoxy-1,3,4,9-tetrahydro-2H-pyrido[3,4-b]indol-2-yl)butoxy)quinolin-2(1H)-one C(C)OC=1C=CC=C2C3=C(NC12)CN(CC3)CCCCOC3=CC=C1C=CC(NC1=C3)=O